ClC1=CC(=CC(=N1)C#N)N[C@@H]1COCC1 (S)-6-chloro-4-((tetrahydrofuran-3-yl)amino)pyridinecarbonitrile